2-((S)-2,2-dimethylcyclopropanecarbonyl)-2,6-diazaspiro[3.4]octane-8-carboxamide CC1([C@H](C1)C(=O)N1CC2(C1)CNCC2C(=O)N)C